1-[3-[6-(3-aminophenyl)imidazo[1,2-b]pyridazin-3-yl]phenyl]ethanone NC=1C=C(C=CC1)C=1C=CC=2N(N1)C(=CN2)C=2C=C(C=CC2)C(C)=O